N-(3-cyano-4-methyl-1H-indol-7-yl)-1-(3-fluorocyclobutyl)pyrazole-4-sulfonamide C(#N)C1=CNC2=C(C=CC(=C12)C)NS(=O)(=O)C=1C=NN(C1)C1CC(C1)F